3-Benzyloxy-4,4-dimethoxy-5-methylpiperidine-1-carboxylic acid tert-butyl ester C(C)(C)(C)OC(=O)N1CC(C(C(C1)C)(OC)OC)OCC1=CC=CC=C1